4,6-bis-(2,4-dimethylphenyl)-2-(2-hydroxy-4-(3-(2-ethylhexyloxy)-2-hydroxypropoxy)-phenyl)-s-triazine CC1=C(C=CC(=C1)C)C1=NC(=NC(=N1)C1=C(C=C(C=C1)C)C)C1=C(C=C(C=C1)OCC(COCC(CCCC)CC)O)O